[Ti].C(C)C(CO)C(CCC)O (2-ethyl-1,3-hexanediol) titanium